C(#N)C1=C(C=CC=C1)S(=O)(=O)N1CC(C1)(CN[C@@H]1C[C@H](C1)O)COC1=CC(=C(C#N)C=C1)F 4-((1-((2-Cyanophenyl)sulfonyl)-3-(((trans-3-hydroxycyclobutyl)amino)methyl)azetidin-3-yl)methoxy)-2-fluorobenzonitrile